BrCCCOC1=CC=C2C(=CC(OC2=C1C(=O)N1CCCC2=CC=CC=C12)=O)CCC 7-(3-Bromopropoxy)-4-propyl-8-(1,2,3,4-tetrahydroquinoline-1-carbonyl)-2H-chromen-2-one